1-(2-fluorobenzyl)-5-methyl-1H-pyrazole-3-carboxylic acid ethyl ester C(C)OC(=O)C1=NN(C(=C1)C)CC1=C(C=CC=C1)F